((1S,4S,6R)-6-((cyclopropylmethyl)(5-(trifluoromethyl)pyridin-2-yl)amino)-2-azabicyclo[2.2.1]heptan-2-yl)(3-fluoro-2-(pyrimidin-2-yl)phenyl)methanone C1(CC1)CN([C@@H]1C[C@@H]2CN([C@H]1C2)C(=O)C2=C(C(=CC=C2)F)C2=NC=CC=N2)C2=NC=C(C=C2)C(F)(F)F